5-(((tert-butyldiphenylsilyl)oxy)methyl)-2-(hydroxymethyl)-3-(N-(4-methoxybenzyl)methylsulfonamido)pyrrolidine-1-carboxylate [Si](C1=CC=CC=C1)(C1=CC=CC=C1)(C(C)(C)C)OCC1CC(C(N1C(=O)[O-])CO)N(S(=O)(=O)C)CC1=CC=C(C=C1)OC